CCCCCC[Si][Si] disilaoctane